C(CCCCCCC)OCC(C)O 1-(octyloxy)-2-propanol